methyl 3-iodo-4-(((1-tosyl-1H-pyrazol-3-yl)methyl)sulfonyl)benzoate Methyl-3-iodo-4-(((1-tosyl-1H-pyrazol-3-yl)methyl)thio)benzoate COC(C1=CC(=C(C=C1)SCC1=NN(C=C1)S(=O)(=O)C1=CC=C(C)C=C1)I)=O.IC=1C=C(C(=O)OC)C=CC1S(=O)(=O)CC1=NN(C=C1)S(=O)(=O)C1=CC=C(C)C=C1